ClC1=CC=C(C(=N1)C(=O)NS(=O)(=O)C)N[C@H](C)C=1C=C(C=C2C(N(C(=NC12)C=1C=C2C(N(CC2=CC1)C)=O)C)=O)C (R)-6-chloro-3-((1-(3,6-dimethyl-2-(2-methyl-3-oxoisoindolin-5-yl)-4-oxo-3,4-dihydroquinazolin-8-yl)ethyl)amino)-N-(methylsulfonyl)picolinamide